N-(1-(2-ethoxyethyl)-3-(pyridin-2-yl)-1H-pyrazol-4-yl)-5-(1-isopentyl-1H-pyrazol-4-yl)furan-2-carboxamide formate C(=O)O.C(C)OCCN1N=C(C(=C1)NC(=O)C=1OC(=CC1)C=1C=NN(C1)CCC(C)C)C1=NC=CC=C1